ClC1=C(C2=CC=CC=C2C=C1)N chloronaphthamine